3-difluoromethyl-4,4'-biphenol FC(C=1C=C(C=CC1C1=CC=C(C=C1)O)O)F